BrC1=CC=C(C=C1)C(=COC(F)(F)F)OC(C)(C)[Si-](C(C)C)C(C)C ((1-(4-bromophenyl)-2-(trifluoromethoxy)vinyl)oxy)triisopropylsilaneid